(5-(1-(2-(4-chlorophenyl)glycyl)-1,2,5,6-tetrahydropyridin-4-yl)-3-benzyloxy-pyridine-2-carbonyl)glycine methyl ester COC(CNC(=O)C1=NC=C(C=C1OCC1=CC=CC=C1)C1=CCN(CC1)C(C(N)C1=CC=C(C=C1)Cl)=O)=O